7-hydroxy-6-methoxy-3-propyl-4H-benzopyran-4-one OC1=CC2=C(C(C(=CO2)CCC)=O)C=C1OC